(2S,5R)-5-(2-chlorophenyl)-1-(1-(2-cyano-4-nitrophenyl)piperidine-4-carbonyl)pyrrolidine-2-carboxylic acid ClC1=C(C=CC=C1)[C@H]1CC[C@H](N1C(=O)C1CCN(CC1)C1=C(C=C(C=C1)[N+](=O)[O-])C#N)C(=O)O